O1CCC2=C1C=CC(=C2)C2=C(C=NN2C([2H])([2H])[2H])C=2C=C1CN(C(C1=CC2)=O)C2C(NC(CC2)=O)=O 3-(5-(5-(2,3-Dihydrobenzofuran-5-yl)-1-(methyl-d3)-1H-pyrazol-4-yl)-1-oxoisoindolin-2-yl)piperidine-2,6-dione